2-(2-((7-methyl-[1,2,4]triazolo[1,5-a]pyridin-6-yl)amino)-7-(tetrahydro-2H-pyran-4-yl)-7H-pyrrolo[2,3-d]pyrimidin-6-yl)-2-propanol CC1=CC=2N(C=C1NC=1N=CC3=C(N1)N(C(=C3)C(C)(C)O)C3CCOCC3)N=CN2